ClC=1C=C2C(=CN1)N(N=C2C2=NC(=NC(=C2)OC)C(C)(F)F)C 5-chloro-3-(2-(1,1-difluoroethyl)-6-methoxypyrimidin-4-yl)-1-methyl-1H-pyrazolo[3,4-c]pyridine